O.ClC1=C(C=C(C=C1)[C@H]1[C@H](O)[C@@H](O)[C@H](O)[C@H](O1)CO)CC1=CC=C(C=C1)OCC (1S)-1,5-anhydro-1-C-[4-chloro-3-[(4-ethoxyphenyl)methyl]phenyl]-D-glucitol, hydrate